1-chloro-2-(methylsulfinyl)-3-phenylnaphthalene ClC1=C(C(=CC2=CC=CC=C12)C1=CC=CC=C1)S(=O)C